2-ethynyl-N-(1H-indazol-7-yl)thiazole-4-carboxamide C(#C)C=1SC=C(N1)C(=O)NC=1C=CC=C2C=NNC12